2-(2,3-dihydrobenzofuran-5-yl)-N-(4-(6-methoxy-7-(3-(4-methylpiperazin-1-yl)propoxy)quinazolin-4-yl)phenyl)acetamide O1CCC2=C1C=CC(=C2)CC(=O)NC2=CC=C(C=C2)C2=NC=NC1=CC(=C(C=C21)OC)OCCCN2CCN(CC2)C